C1(CCCCC1)P(C1CCCCC1)C1CCCCC1.BrC bromomethane tricyclohexylphosphine salt